6-((4-(bis(2,4-dimethoxybenzyl)amino)-2-butyl-7-isopropoxy-1H-imidazo[4,5-d]pyridazin-1-yl)methyl)nicotinonitrile COC1=C(CN(C2=C3C(=C(N=N2)OC(C)C)N(C(=N3)CCCC)CC3=NC=C(C#N)C=C3)CC3=C(C=C(C=C3)OC)OC)C=CC(=C1)OC